ClC1=C(C=CC=C1)P(C1=CC=CC=C1)C1=CC=CC=C1.[Au] gold chloro(triphenylphosphine)